2,2'-methylene-bis-(4,6-di-t-butylphenyl) phosphate sodium [Na+].P1(=O)(OC2=C(C=C(C=C2C(C)(C)C)C(C)(C)C)CC2=C(C(=CC(=C2)C(C)(C)C)C(C)(C)C)O1)[O-]